(R)-1'-(2-(5-Amino-3-(5-methylisoxazol-3-yl)-1H-pyrazol-1-yl)acetyl)-6-chloro-5-fluorospiro[benzo[d][1,3]oxazine-4,3'-pyrrolidin]-2(1H)-one NC1=CC(=NN1CC(=O)N1C[C@@]2(CC1)C1=C(NC(O2)=O)C=CC(=C1F)Cl)C1=NOC(=C1)C